COC1=CC2=C(NC(=N2)C2=C(C=3C(NC2=O)=CN(N3)CC)N[C@@H](CC)C3=NC=CC=N3)C=C1OC |o1:22| (S*)-6-(5,6-dimethoxy-1H-benzo[d]imidazol-2-yl)-2-ethyl-7-((1-(pyrimidin-2-yl)propyl)-amino)-2H-pyrazolo[4,3-b]pyridin-5(4H)-one